4-bromo-3-fluoronitrobenzene C1=CC=C(C=C1)P(=C2C3=CC=CC=C3C4=CC=CC=C42)(C5=CC=CC=C5)C6=CC=CC=C6